(S)-6-(4-Ethyl-3-(hydroxymethyl)-5-oxo-4,5-dihydro-1H-1,2,4-triazol-1-yl)-5-fluoro-N-(3-fluoro-6-methylpyridin-2-yl)-2-((1,1,1-trifluoropropan-2-yl)oxy)nicotinamide C(C)N1C(=NN(C1=O)C1=NC(=C(C(=O)NC2=NC(=CC=C2F)C)C=C1F)O[C@H](C(F)(F)F)C)CO